S1C(=NC=C1)C=CC(=O)N 3-(thiazol-2-yl)acrylamide